2,7-di-n-butylfluorenylzirconium dichloride [Cl-].[Cl-].C(CCC)C1=C(C=2CC3=CC(=CC=C3C2C=C1)CCCC)[Zr+2]